1,3,4,6,7,8-hexahydro-4,6,6,7,8,8-hexamethylcyclopenta[g]-2-benzopyran CC1COCC2=C1C=C1C(=C2)C(C(C1(C)C)C)(C)C